1-(methylsulfonyl)-1H-indazol CS(=O)(=O)N1N=CC2=CC=CC=C12